SCC(CCO)O 4-sulfhydryl-1,3-butanediol